ethyl 5-hydroxypyrazolo[1,5-a]pyridine-2-carboxylate OC1=CC=2N(C=C1)N=C(C2)C(=O)OCC